C(C1=CC=CC=C1)OC=1C=C2C=CC(=C(C2=CC1)OC1=CC=C(OCCOCCOCCO)C=C1)C1=CC=C(C=C1)S(=O)(=O)C 2-(2-(2-(4-((6-(benzyloxy)-2-(4-(methylsulfonyl)phenyl)naphthalene-1-yl)oxy)Phenoxy)ethoxy)ethoxy)ethan-1-ol